nonafluoro-1-n-hexanol FC(C(C(C(C(O)(F)F)(F)F)(F)F)(F)F)C